C(C#C)N1CCOCC1 4-(Prop-2-yn-1-yl)morpholine